C[C@@]12O[C@H]3C[C@@H]1C[C@@H](C2)[C@@H]3C (2S,3aS,5S,6aS,7S)-6a,7-Dimethylhexahydro-2H-2,5-methanocyclopenta[b]furan